FC1=C(C=C(C(=C1)OC1=CC=NC2=CC(=CN=C12)OC)F)NC(=O)C=1C(=NC(=C(C1O)C1=C(C=C(C=C1)F)F)C)C N-[2,5-difluoro-4-[(7-methoxy-1,5-naphthyridin-4-yl)oxy]phenyl]-5-(2,4-difluorophenyl)-4-hydroxy-2,6-dimethylpyridine-3-carboxamide